6-methyl-N-(8-morpholin-4-yl-2,3-dihydroimidazo[1,2-c]quinazolin-5-yl)nicotinamide CC1=NC=C(C(=O)NC2=NC=3C=C(C=CC3C=3N2CCN3)N3CCOCC3)C=C1